Cl.S1C(=CC=C1)S(=O)(=O)NC1=CC2=C(N=C(S2)NC(=O)C2CNC2)C=C1 N-(6-(thiophene-2-sulfonamido)benzo[d]thiazol-2-yl)azetidine-3-carboxamide hydrochloride